FC(=C(CNC([O-])=O)CO)F [3,3-difluoro-2-(hydroxymethyl)allyl]carbamate